5-phenyl-4H-[1,2,4]-triazole-3-thiol C1(=CC=CC=C1)C=1NC(=NN1)S